FC1(CCCC1)CC=1OC(=CN1)C=1C=CC(=NC1C1=CC=2N(C=C1)C=C(N2)C)C#N 5-(2-((1-Fluorocyclopentyl)methyl)oxazol-5-yl)-6-(2-methylimidazo[1,2-a]pyridin-7-yl)picolinonitril